Cl.NC/C(/CN1N=CN(C1=O)C1=C(C=C(C=N1)C=1C=C2CCC(NC2=C(C1)C)=O)C)=C\F 6-(6-{1-[(2E)-2-(aminomethyl)-3-fluoroprop-2-en-1-yl]-5-oxo-1,5-dihydro-4H-1,2,4-triazol-4-yl}-5-methylpyridin-3-yl)-8-methyl-3,4-dihydroquinolin-2(1H)-one hydrochloride